N1-(2-(1,2,3,6-tetrahydropyridin-4-yl)quinolin-4-yl)propane-1,3-diamine N1CCC(=CC1)C1=NC2=CC=CC=C2C(=C1)NCCCN